FC1=CC=C(OCCC(C=2OC=CC2)NC)C=C1 3-(4-fluorophenoxy)-1-(furan-2-yl)-N-methylpropylamine